tert-butyl 4-[2-[2-[2-(3-hydroxyphenoxy)ethoxy]ethoxy]ethoxy]piperidine-1-carboxylate OC=1C=C(OCCOCCOCCOC2CCN(CC2)C(=O)OC(C)(C)C)C=CC1